2-nitro-5-(2-pyridin-3-yl-ethoxy)-benzamide [N+](=O)([O-])C1=C(C(=O)N)C=C(C=C1)OCCC=1C=NC=CC1